O1C(CCCC1)NC(=O)C1=CC=C(C(=O)O)C=C1 4-((Tetrahydro-2H-pyran-2-yl)carbamoyl)benzoic acid